P(=O)(OSCCCCCCCC)(OCC)[O-] S-octylthio ethyl phosphate